(P)-5-[4-[4-(aminomethyl)-1-oxo-2H-phthalazin-6-yl]-2-methyl-pyrazol-3-yl]-6-fluoro-1,3-benzodioxole-4-carbonitrile NCC1=NNC(C2=CC=C(C=C12)C1=C(N(N=C1)C)C1=C(C2=C(OCO2)C=C1F)C#N)=O